C(CCCCCCCCCCCCCCCCC)(=O)[O-].[Mg+2].C(C)N(CC)CC.C(CCCCCCCCCCCCCCCCC)(=O)[O-] Triethylamine magnesium stearate